5-isopropyl-2-methylcyclohex-2-en-1-ol C(C)(C)C1CC=C(C(C1)O)C